CC(=O)[C@H]1CC[C@@H]2[C@@]1(CC[C@H]3[C@H]2CC[C@H]4[C@@]3(CC[C@H](C4)O)C)C pregnan-3a-ol-20-one